2-amino-1-[(3S,4R)-3-fluoro-4-[(2-{3-[(4-methanesulfonyl-2-methoxyphenyl)amino]prop-1-yn-1-yl}-1-(2,2,2-trifluoroethyl)-1H-indol-4-yl)amino]piperidin-1-yl]ethan-1-one NCC(=O)N1C[C@@H]([C@@H](CC1)NC1=C2C=C(N(C2=CC=C1)CC(F)(F)F)C#CCNC1=C(C=C(C=C1)S(=O)(=O)C)OC)F